C(#N)C1=CC(=C(N1C)C)N(C(=O)C1=C(N(C=C1)C)C)C1=CC=CC=C1 N-(5-cyano-1,2-dimethylpyrrol-3-yl)-1,2-dimethyl-N-phenylpyrrole-3-carboxamide